5-(8-(((6-isopropoxypyridin-3-yl)methyl)amino)quinolin-4-yl)picolinonitrile C(C)(C)OC1=CC=C(C=N1)CNC=1C=CC=C2C(=CC=NC12)C=1C=CC(=NC1)C#N